tert-butyl ((S)-2-((2-(1,4-dimethyl-1H-pyrazol-5-yl)pyrimidin-5-yl)amino)-1-((1r,4S)-4-methylcyclohexyl)-2-oxoethyl)carbamate CN1N=CC(=C1C1=NC=C(C=N1)NC([C@H](C1CCC(CC1)C)NC(OC(C)(C)C)=O)=O)C